tert-butyl (3-((5-carbamoyl-2-((6-methoxy-2-methyl-1,2,3,4-tetrahydroisoquinolin-7-yl)amino)pyrimidin-4-yl)amino)benzyl)carbamate C(N)(=O)C=1C(=NC(=NC1)NC1=C(C=C2CCN(CC2=C1)C)OC)NC=1C=C(CNC(OC(C)(C)C)=O)C=CC1